NC1=C(C(=O)O)C=CC=C1N1CC(C1)OC1=CC=C(C=C1)CO 2-amino-3-(3-(4-(hydroxymethyl)phenoxy)azetidin-1-yl)benzoic acid